C(#N)C=1C(=C2C(=NC(=NC2=C(C1C1=CC(=CC2=CC=CC(=C12)F)OCOC)F)S(=O)(=O)C)N1CC2CCC(C1)N2C(=O)OC(C)(C)C)F tertbutyl 3-(6-cyano-5,8-difluoro-7-(8-fluoro-3-(methoxymethoxy) naphthalen-1-yl)-2-(methylsulfonyl)quinazolin-4-yl)-3,8-diazabicyclo[3.2.1]octane-8-carboxylate